1-phenylpiperidine-3,5-dione C1(=CC=CC=C1)N1CC(CC(C1)=O)=O